CC1CN(CCN1)C1COC1 3-methyl-1-(oxetan-3-yl)piperazine